C(CCCCCCC\C=C\C=C\C=C\CCCC)(=O)O (9E,11E,13E)-Octadeca-9,11,13-trienoic acid